N[C@@H](C(C)C)C(=O)N[C@@H](C)C(=O)O valyl-Alanine